7-(4-(4-methylpiperazin-1-yl)cyclohexyl)-5-(3-phenoxyprop-1-ynyl)-7H-pyrrolo[2,3-d]pyrimidin-4-amine CN1CCN(CC1)C1CCC(CC1)N1C=C(C2=C1N=CN=C2N)C#CCOC2=CC=CC=C2